C1(=CC=CC=C1)S(=O)(=O)NC(=O)C=1C(=NC(=CC1)N1N=C(C=C1)[Si](C)(C)CCC(C)(C)C)N1C(C[C@@H](C1)C)(C)C N-(Benzenesulfonyl)-6-[3-[3,3-dimethylbutyl-(dimethyl)silyl]pyrazol-1-yl]-2-[(4S)-2,2,4-trimethylpyrrolidin-1-yl]pyridine-3-carboxamide